Natrium hydrogencarbonate C(O)([O-])=O.[Na+]